Dimethyl 3-(2-(tert-butoxy)-2-oxoethoxy)phthalate C(C)(C)(C)OC(COC1=C(C(C(=O)OC)=CC=C1)C(=O)OC)=O